ClC=1C=C(C=2N(N1)N=CN2)[C@@H]2[C@H](C2)C2=CC=C1C=NN(C1=C2F)CC(F)(F)F 6-chloro-8-((1S,2S)-2-(7-fluoro-1-(2,2,2-trifluoroethyl)-1H-indazol-6-yl)cyclopropyl)-[1,2,4]triazolo[1,5-b]pyridazine